benzyloxycarbonyl-L-cysteine C(C1=CC=CC=C1)OC(=O)N[C@@H](CS)C(=O)O